methyl-2'-oxo-2',3'-dihydrospiro[azetidine-3,1'-pyrrolo[2,3-c]quinoline]-1-carboxylate COC(=O)N1CC2(C(NC=3C=NC=4C=CC=CC4C32)=O)C1